(2R,3S*,4S*,5R*)-3-(4-fluoro-3-methylphenyl)-3,4,5-trimethyl-5-(trifluoromethyl)tetrahydrofuran-2-ol FC1=C(C=C(C=C1)[C@]1([C@@H](O[C@]([C@H]1C)(C(F)(F)F)C)O)C)C |o1:7,10,11|